(S)-(2-Chloro-4-(5-(7-(pyrrolidin-1-yl)-6,7,8,9-tetrahydro-5H-benzo[7]annulen-2-yl)-1H-pyrazolo[3,4-b]pyridin-3-yl)phenyl)(4-hydroxypiperidin-1-yl)methanone ClC1=C(C=CC(=C1)C1=NNC2=NC=C(C=C21)C=2C=CC1=C(CC[C@H](CC1)N1CCCC1)C2)C(=O)N2CCC(CC2)O